C(C)OC=1C=CC(=NC1)C=1N(C(=NN1)C1CC(C1)NC(OC(C)(C)C)=O)C1=NC=CC=C1 tert-butyl ((1r,3r)-3-(5-(5-ethoxypyridin-2-yl)-4-(pyridin-2-yl)-4H-1,2,4-triazol-3-yl)cyclobutyl)carbamate